4-chloro-1-((1-cyanocyclopropyl)methyl)-N-(3-fluoro-5-(phenylethynyl)pyridin-2-yl)-1H-pyrazole-5-carboxamide ClC=1C=NN(C1C(=O)NC1=NC=C(C=C1F)C#CC1=CC=CC=C1)CC1(CC1)C#N